2-methyl-1-undecyl alcohol CC(CO)CCCCCCCCC